FC(OC1=CC=C(C=C1)C1CCC2=CCCN12)(F)F 3-(4-(trifluoromethoxy)phenyl)tetrahydro-1H-pyrrolizine